Isopropyl 2-{[(R)-[(2R,5R)-2-Ethynyl-5-(5-methyl-2,4-dioxo-3H-pyrimidin-1-yl)-5H-furan-2-yl] methoxy(phenoxy)phosphoryl] amino}-2-methylpropanoate C(#C)[C@@]1(O[C@H](C=C1)N1C(NC(C(=C1)C)=O)=O)CO[P@@](=O)(OC1=CC=CC=C1)NC(C(=O)OC(C)C)(C)C